C(#N)C=1C=C(C=CC1F)NC(C1=C(C(=C(C=C1OC1=C(C=C(C=C1)F)C)F)F)F)=O N-(3-cyano-4-fluorophenyl)-2,3,4-trifluoro-6-(4-fluoro-2-methylphenoxy)benzamide